C1OC(CC12CCOCC2)CN2C(=NC1=C2C=C(C=C1)C(=O)O)CN1CCC(CC1)C1=CC=CC=2OCC(OC21)C2=C(C=C(C=C2)Cl)F 1-((2,8-Dioxaspiro[4.5]decan-3-yl)methyl)-2-((4-(3-(4-chloro-2-fluorophenyl)-2,3-Dihydrobenzo[b][1,4]dioxin-5-yl)piperidin-1-yl)methyl)-1H-benzo[d]imidazole-6-carboxylic acid